Cl.O[C@]1(C(N(C2=CC=CC=C12)C=1C=C(C=NC1)CC1=NNC(C2=CC=CC=C12)=O)=O)C (R)-(+)-4-((5-(3-hydroxy-3-methyl-2-oxoindolin-1-yl)pyridin-3-yl)methyl)phthalazine-1(2H)-one hydrochloride